N2-cyclopentylguanine C1(CCCC1)NC=1NC(C=2NC=NC2N1)=O